N-[3-(5-chloro-1,3-benzoxazol-2-yl)-1-bicyclo[1.1.1]pentanyl]-2-(trifluoromethyl)pyrimidine-5-carboxamide ClC=1C=CC2=C(N=C(O2)C23CC(C2)(C3)NC(=O)C=3C=NC(=NC3)C(F)(F)F)C1